BrCC(C(=O)OC)CCC(F)(F)F methyl 2-(bromomethyl)-5,5,5-trifluoropentanoate